C(C)(C)(C)OC(=O)N1CC(CC1)C1=CC(=C(C=C1)B1OC(C(O1)(C)C)(C)C)F.FC(C1=NC=CC=C1)(F)F (E)-2-(trifluoromethyl)pyridine tert-butyl-3-(3-fluoro-4-(4,4,5,5-tetramethyl-1,3,2-dioxaborolan-2-yl)phenyl)pyrrolidine-1-carboxylate